BrC=1C2=C(C=C3C=NNC13)CCC2 8-bromo-1,5,6,7-tetrahydrocyclopenta[f]indazole